B(O)(O)C1=CC=C(C[C@H](N)C(=O)O)C=C1 L-p-borono-phenylalanine